1-(2,2-Difluoro-propyl)-6-[1-(2-fluoro-6-methyl-phenyl)-piperidin-4-yl]-4-(3-trifluoromethyl-pyridin-2-ylmethyl)-1,4,6,7-tetrahydro-pyrazolo[4,3-d]pyrimidin-5-on FC(CN1N=CC=2N(C(N(CC21)C2CCN(CC2)C2=C(C=CC=C2C)F)=O)CC2=NC=CC=C2C(F)(F)F)(C)F